(6-bromopyridin-2-yl)-7-isopropoxyimidazo[1,2-a]pyridine BrC1=CC=CC(=N1)C=1N=C2N(C=CC(=C2)OC(C)C)C1